C(C)O\C=C/C=1C(=C(N(C(C1)=O)C)NC1=C(C=C(C=C1)SC)F)C(=O)OC (Z)-methyl 4-(2-ethoxyvinyl)-2-((2-fluoro-4-(methylthio) phenyl) amino)-1-methyl-6-oxo-1,6-dihydropyridine-3-carboxylate